Tert-butyl (12aR)-9-bromo-10-fluoro-3,4,12,12a-tetrahydro-6H-pyrazino[2,1-c][1,4]benzoxazepine-2(1H)-carboxylate BrC1=C(C2=C(CN3[C@@H](CO2)CN(CC3)C(=O)OC(C)(C)C)C=C1)F